FC(C(=O)O)(F)F.NCCOC1=C(C=C(C=C1)F)C(C)NC=1C=NN2C1N=C(C=C2)N N-(1-(2-(2-aminoethoxy)-5-fluorophenyl)ethyl)pyrazolo[1,5-a]Pyrimidine-3,5-diamine trifluoroacetate